6-chloro-7-[(2R)-2-[[(3-chloropyridin-2-yl)oxy]methyl]pyrrolidin-1-yl]-1-[5-(2-hydroxy-ethoxy)pyrazin-2-yl]-4-oxoquinoline-3-carboxylic acid ClC=1C=C2C(C(=CN(C2=CC1N1[C@H](CCC1)COC1=NC=CC=C1Cl)C1=NC=C(N=C1)OCCO)C(=O)O)=O